COC(=O)C1=NC=C(N=C1)N1N=C(N=C1[C@H](C)NC(C1=CC(=CC(=C1)C(F)(F)F)S(=O)(=O)C)=O)C.CC(C)(S[SiH2][SiH2]SC(C)(C)C)C 1,2-bis(1,1-dimethylethylthio)disilane methyl-5-(3-methyl-5-{(1S)-1-[3-(methylsulfonyl)-5-(trifluoromethyl)benzamido]ethyl}-1H-1,2,4-triazol-1-yl)pyrazine-2-carboxylate